6-methyl-7-nitro-5,6-dihydropyrazino[2,3-c]quinoline CN1CC2=C(C=3C=CC=C(C13)[N+](=O)[O-])N=CC=N2